N-{5-[(2-aminophenyl)amino]-5-oxopentylidene}-1-(5-{[2-chloro-4-(phenyloxy)phenyl]carbonyl}-7H-pyrrolo[2,3-d]pyrimidin-4-yl)piperidine-4-carboxamide NC1=C(C=CC=C1)NC(CCCC=NC(=O)C1CCN(CC1)C=1C2=C(N=CN1)NC=C2C(=O)C2=C(C=C(C=C2)OC2=CC=CC=C2)Cl)=O